O1CCC(CC1)C(CC)O 1-(tetrahydro-2H-pyran-4-yl)propan-1-ol